ClC1=C(C=CC=C1B1OC(C(O1)(C)C)(C)C)NC1=NN(C2=CC(=CC=C12)C(OC)OC)C N-(2-chloro-3-(4,4,5,5-tetramethyl-1,3,2-dioxaborolan-2-yl)phenyl)-6-(dimethoxymethyl)-1-methylindazol-3-amine